FC(C=1C=C2CC(CC2=CC1)NC1=NC=C(C=N1)C(=O)NNC(CC(=O)OCC)=O)F ethyl 3-(2-(2-((5-(difluoromethyl)-2,3-dihydro-1H-inden-2-yl)amino)pyrimidine-5-carbonyl)hydrazineyl)-3-oxopropanoate